sec-Butyl (5-(8-fluoro-4-oxo-3,4-dihydrophthalazin-1-yl)-1H-benzimidazol-2-yl)carbamate FC=1C=CC=C2C(NN=C(C12)C1=CC2=C(NC(=N2)NC(OC(C)CC)=O)C=C1)=O